[Cl-].C(CCCCCCCCCCCCCCCCCCCCC)[N+](CC)(CC)CC behenyl-triethylammonium chloride